CC1=NC(=CC=C1)C=1N=CN(C1)COCC[Si](C)(C)C 2-Methyl-6-(1-((2-(trimethylsilyl)ethoxy)methyl)-1H-imidazol-4-yl)pyridine